[Ce].[Pt] platinum-cerium